benzylamino-1-(benzyloxy)butan-2-ol C(C1=CC=CC=C1)NC(C(CC)O)OCC1=CC=CC=C1